FC(C=1C=C(C(=O)[O-])C(=CC1N1C(CNCC1)CC=1N=NC=CC1)F)F (3R)-3-(difluoromethyl)-4-(((pyridazin-3-yl) methyl) piperazin-1-yl)-6-fluorobenzoate